1-benzyl 3-methyl 3-allylpiperidine-1,3-dicarboxylate C(C=C)C1(CN(CCC1)C(=O)OCC1=CC=CC=C1)C(=O)OC